(E)-2-(oct-5-en-2-yl)-3-vinylcyclopent-2-en-1-one CC(CC\C=C\CC)C=1C(CCC1C=C)=O